C12CCC(CC1)N2CC#N (7-azabicyclo[2.2.1]hept-7-yl)acetonitrile